FC1=C(C=CC(=C1)CNC)[S@@](=O)(N)=NC(NC1=C2CCCC2=CC=2CCCC12)=O (R)-2-fluoro-N'-((1,2,3,5,6,7-hexahydro-s-indacen-4-yl)carbamoyl)-4-((methylamino)methyl)-benzenesulfonimidamide